[Si](C1=CC=CC=C1)(C1=CC=CC=C1)(C(C)(C)C)OC[C@H](C=C)NC1CCC1 N-[(2S)-1-[(tert-butyldiphenylsilyl)oxy]but-3-en-2-yl]cyclobutanamine